(S)-N-((1R,2R)-3-(azetidin-1-yl)-1-(8-fluoro-2,3-dihydrobenzo[b][1,4]dioxin-6-yl)-1-hydroxypropan-2-yl)-1-(6-chloronaphthalen-2-yl)pyrrolidine-3-carboxamide N1(CCC1)C[C@H]([C@H](O)C1=CC2=C(OCCO2)C(=C1)F)NC(=O)[C@@H]1CN(CC1)C1=CC2=CC=C(C=C2C=C1)Cl